FC=1C=C(C=CC1C(F)(F)F)CC(=O)NN1C(=NC2=CC=CC=C2C1=O)N1CCOCC1 2-(3-Fluoro-4-trifluoromethyl-phenyl)-N-(2-morpholin-4-yl-4-oxo-4H-quinazolin-3-yl)-acetamide